C(C)(C)(C)OC(=O)N1CC(OCC1)C1=CC=C(C(=O)O)C=C1 4-(4-(tert-butoxycarbonyl)morpholin-2-yl)benzoic acid